FC1=C(C(=O)N[C@H](C(=O)O)CC=2C=CC(=C3C=CC=NC23)C2=C(C=C(C=C2OC)COCC)OC)C(=CC=C1)F (S)-2-(2,6-difluorobenzoylamino)-3-(5-(4-(ethoxymethyl)-2,6-dimethoxyphenyl)quinolin-8-yl)propionic acid